NC1=NC=CC2=C1C(=C(N2C)C2=CC=C(C=C2)NC(C=C)=O)C2=CC=C(C=C2)OC2=NC(=CC=C2)C N-(4-(4-amino-1-methyl-3-(4-((6-methylpyridin-2-yl)oxy)phenyl)-1H-pyrrolo[3,2-c]pyridin-2-yl)phenyl)acrylamide